C(C)(C)[C@@H]1CC=2C=C(C(=NC2C=2N1C=C(C(C2)=O)C2=NC(=NO2)C2=CC=CC=C2)OC)OCCCOC (S)-6-isopropyl-2-methoxy-3-(3-methoxypropoxy)-9-(3-phenyl-1,2,4-oxadiazol-5-yl)-5,6-dihydro-10H-pyrido[1,2-h][1,7]naphthyridin-10-on